C[C@@H]1N(CC1)C=1C=NNC(C1C(F)(F)F)=O (S)-2-methyl-1-(6-oxo-5-(trifluoromethyl)-1,6-dihydropyridazin-4-yl)azetidin